(1E)-propanal oxime C(\CC)=N/O